Iminocyclopentanol N=C1C(CCC1)O